tert-Butyl 4-(8-bromo-3-chloro-2-(2-fluorophenyl)-1,6-naphthyridin-5-yl)piperazine-1-carboxylate BrC=1C=NC(=C2C=C(C(=NC12)C1=C(C=CC=C1)F)Cl)N1CCN(CC1)C(=O)OC(C)(C)C